S1C(=NC2=C1C=CC=C2)[C@H]2N(C[C@@H](C2)O)C(C(C(C)C)N2N=NC(=C2)C2CC2)=O 1-((2s,4r)-2-(benzo[d]thiazol-2-yl)-4-hydroxypyrrolidin-1-yl)-2-(4-cyclopropyl-1H-1,2,3-triazol-1-yl)-3-methylbutan-1-one